Neodymium bis(2-ethylhexyl) phosphate P(=O)(OCC(CCCC)CC)(OCC(CCCC)CC)[O-].[Nd+3].C(C)C(COP(=O)(OCC(CCCC)CC)[O-])CCCC.C(C)C(COP(=O)(OCC(CCCC)CC)[O-])CCCC